Cl.FC1=C2CN(C(C2=CC(=C1)C1=CC=C(C=C1)CC1CCNCC1)=O)CC(=O)NC=1SC=CN1 2-[4-fluoro-1-oxo-6-[4-(4-piperidinylmethyl)phenyl]Isoindolin-2-yl]-N-thiazol-2-yl-acetamide hydrochloride